5-bromo-6-cyclopentyl-2-(1H-1,2,4-triazol-5-yl)-4(3H)-pyrimidinone BrC=1C(NC(=NC1C1CCCC1)C1=NC=NN1)=O